FC(C(=O)O)(F)F.BrC1=CC2=C(NC(C3N(C2=O)CCNC3)=O)C=C1 8-bromo-1,3,4,12a-tetrahydrobenzo[e]pyrazino[1,2-a]-[1,4]diazepine-6,12(2H,11H)-dione 2,2,2-trifluoroacetate